(S)-N-(1-(4-(tert-butyl)phenyl)ethyl)-3-(3-chloro-5-hydroxybenzyl)-1-(cyclobutylmethyl)-2-methyl-1H-indole-6-carboxamide C(C)(C)(C)C1=CC=C(C=C1)[C@H](C)NC(=O)C1=CC=C2C(=C(N(C2=C1)CC1CCC1)C)CC1=CC(=CC(=C1)O)Cl